ClC=1C=C2CN3C(=NC2=CC1)SC=C3CSC=3NCCN3 7-chloro-3-(((4,5-dihydro-1H-imidazol-2-yl)thio)methyl)-5H-thiazolo[2,3-b]quinazoline